Iminothiophene N=S1C=CC=C1